5-bromo-2-(1-(tert-butoxycarbonyl)piperidin-4-yl)-6-isopropyl-4H-thieno[3,2-b]pyrrole-4-carboxylic acid tert-butyl ester C(C)(C)(C)OC(=O)N1C2=C(C(=C1Br)C(C)C)SC(=C2)C2CCN(CC2)C(=O)OC(C)(C)C